C1(=CC=CC=C1)C(CC)C1=CC=CC=2N=C(NC21)C2=CC=NC=C2 1-Phenylpropyl-2-(pyridin-4-yl)-benzo[d]imidazole